ClC1=C(C(N(C2=CC(=CC=C12)F)C1=CC=CC=C1)=O)[N+](=O)[O-] 4-chloro-7-fluoro-3-nitro-1-phenylquinolin-2(1H)-one